ClC1=NC(=C(C(=N1)Cl)[2H])Cl 2,4,6-trichloropyrimidine-5-d